Hex-5-ynyl methanesulfonate CS(=O)(=O)OCCCCC#C